ClC1=NN2C(C(=C(C(=C2)B2OC(C(O2)(C)C)(C)C)C)C)=N1 2-chloro-7,8-dimethyl-6-(4,4,5,5-tetramethyl-1,3,2-dioxaborolan-2-yl)-[1,2,4]triazolo[1,5-a]pyridine